Ethyl-{[4-bromo-1-(2-fluorophenyl)-5-(6-fluoropyridin-3-yl)-1H-pyrazol-3-yl] oxy} acetate C(C)(=O)OOC1=NN(C(=C1Br)C=1C(=NC(=CC1)F)CC)C1=C(C=CC=C1)F